tert-butyl 3-amino-2-(4-fluoro-3,5-dimethylphenyl)-2,6-dihydropyrrolo[3,4-c]pyrazole-5(4H)-carboxylate NC1=C2C(=NN1C1=CC(=C(C(=C1)C)F)C)CN(C2)C(=O)OC(C)(C)C